C(C)(C)(C)OC(NC1CCC2(C(C(CO2)F)F)CC1)=O (3,4-difluoro-1-oxaspiro[4.5]dec-8-yl)carbamic acid tert-butyl ester